hydroxybenzene compound with sulfuric acid S(O)(O)(=O)=O.OC1=CC=CC=C1